(2R,3S)-3-methylhexan-5-ene-2-sulfonamide C[C@H]([C@@H](C)S(=O)(=O)N)CC=C